tert-butyl 2,2-dimethyl-6-(((4-(trifluoromethoxy)phenyl)sulfonamido)methyl)morpholine-4-carboxylate CC1(CN(CC(O1)CNS(=O)(=O)C1=CC=C(C=C1)OC(F)(F)F)C(=O)OC(C)(C)C)C